N-[(4R)-2-(3-amino-3-oxo-propyl)-4-methyl-3,4-dihydro-1H-isoquinolin-7-yl]-5-isopropyl-pyridine-3-carboxamide NC(CCN1CC2=CC(=CC=C2[C@H](C1)C)NC(=O)C=1C=NC=C(C1)C(C)C)=O